(3R)-3-[2-methoxy-2-oxo-1-[[3-(2-trimethylsilylethynyl)phenyl]methyl]ethyl]pyrrolidine-1-carboxylic acid tert-butyl ester C(C)(C)(C)OC(=O)N1C[C@H](CC1)C(C(=O)OC)CC1=CC(=CC=C1)C#C[Si](C)(C)C